BrC1=CC(=C(CN(CC(=O)OC(C)(C)C)C)C(=C1)OC)OC tert-Butyl 2-((4-bromo-2,6-dimethoxybenzyl)(methyl)amino)acetate